silicon-titanium dioxide [O-2].[O-2].[Ti+4].[Si+4]